(R*)-N-(2-(Difluoromethyl)-3-fluoropyridin-4-yl)-11,11-difluoro-9-hydroxy-3,4,8,9,10,11-hexahydro-1H-pyrido[4',3':3,4]pyrazolo[1,5-a]azepine-2(7H)-carboxamide FC(C1=NC=CC(=C1F)NC(=O)N1CC=2C(=NN3C2C(C[C@@H](CC3)O)(F)F)CC1)F |o1:21|